benzyl (2S,3R)-2,3-dihydroxy-4-methylpentanoate O[C@H](C(=O)OCC1=CC=CC=C1)[C@@H](C(C)C)O